4-(6-fluoropyridin-2-yl)-5-methylthiazol-2-amine FC1=CC=CC(=N1)C=1N=C(SC1C)N